N-(3-(N-(tert-butyl)sulfamoyl)phenyl)-6-(((3S,4R)-3-hydroxytetrahydro-2H-pyran-4-yl)amino)-2-(6-azaspiro[2.5]octan-6-yl)nicotinamide C(C)(C)(C)NS(=O)(=O)C=1C=C(C=CC1)NC(C1=C(N=C(C=C1)N[C@H]1[C@@H](COCC1)O)N1CCC2(CC2)CC1)=O